n-Butanen C=CCC